4-(2-(bis-(2-propenyl)amino)ethyl)piperazine C(C=C)N(CCN1CCNCC1)CC=C